C(C)(C)(C)OC(=O)N[C@H](C(=O)OCC1=CC=CC=C1)C1OC1 Benzyl (2S)-2-((tert-butoxycarbonyl)amino)-2-(oxiran-2-yl)acetate